N-(3-(3-chloro-4-((1S,2S)-2-(5,6-dihydro-4H-pyrrolo[1,2-b]pyrazol-3-yl)cyclopropyl)-5',6-dimethyl-2-oxo-2H-[1,4'-bipyridin]-2'-yl)-2-fluorophenyl)-1-methylcyclopropane-1-carboxamide ClC=1C(N(C(=CC1[C@@H]1[C@H](C1)C1=C2N(N=C1)CCC2)C)C2=CC(=NC=C2C)C=2C(=C(C=CC2)NC(=O)C2(CC2)C)F)=O